methyl 2-[(diphenylmethyl)(methyl)amino]-5-methoxy-1-methyl-6-oxo-1,6-dihydropyrimidine-4-carboxylate C1(=CC=CC=C1)C(C1=CC=CC=C1)N(C=1N(C(C(=C(N1)C(=O)OC)OC)=O)C)C